1-(6-methoxyquinoline-4-yl)-1-(5-vinyl-1-azabicyclo[2.2.2]oct-2-yl)methanol COC=1C=C2C(=CC=NC2=CC1)C(O)C1N2CC(C(C1)CC2)C=C